FC(C=1C=C(OC2=C(C3=C(N=N2)OCCO3)C(=O)OC)C=CC1)(F)F methyl 3-[3-(trifluoromethyl) phenoxy]-6,7-dihydro-[1,4]dioxino[2,3-c]pyridazine-4-carboxylate